ClC=1C=C2C(=CN=C(C2=CN1)N1[C@H](CC1)C)[C@H](CO)C (R)-2-(6-chloro-1-((S)-2-methylazetidin-1-yl)-2,7-naphthyridin-4-yl)propan-1-ol